Ethyl (rac)-1-(1-(3-chlorophenyl)ethyl)-1H-pyrazole-4-carboxylate ClC=1C=C(C=CC1)[C@@H](C)N1N=CC(=C1)C(=O)OCC |r|